2-((2,6-dimethoxy-4-((7-phenylbenzo[d]isothiazol-3-yl)amino)benzyl)amino)ethan-1-ol COC1=C(CNCCO)C(=CC(=C1)NC1=NSC2=C1C=CC=C2C2=CC=CC=C2)OC